C1(CC1)C1=CC=C(C=N1)C1=NOC(=C1COC1=CC=C(C=N1)C(=O)O)C 6-((3-(6-cyclopropyl-3-pyridinyl)-5-methyl-isoOxazol-4-yl)methoxy)pyridine-3-carboxylic acid